2-((2-((4-(1-((5-(2,4-dioxotetrahydropyrimidin-1(2H)-yl)pyrazin-2-yl)methyl)piperidin-4-yl)-2-isopropoxy-5-methylphenyl)amino)-5-(trifluoromethyl)pyridin-4-yl)amino)-N-methylbenzamide O=C1N(CCC(N1)=O)C=1N=CC(=NC1)CN1CCC(CC1)C1=CC(=C(C=C1C)NC1=NC=C(C(=C1)NC1=C(C(=O)NC)C=CC=C1)C(F)(F)F)OC(C)C